(R)-7-(hexahydropyrrolo[1,2-a]pyrazin-2(1H)-yl)-2-(2-methylimidazo[1,2-b]pyridazin-6-yl)-4H-pyrido[1,2-a]pyrimidin-4-one C1[C@@H]2N(CCN1C=1C=CC=3N(C(C=C(N3)C=3C=CC=4N(N3)C=C(N4)C)=O)C1)CCC2